Calcium-zinc [Zn].[Ca]